BrC1=CC=C2C(=N1)C(=C(N2C(=O)OC(C)(C)C)C(=O)OCC)/N=C/N(C)C 1-(tert-Butyl) 2-ethyl (E)-5-bromo-3-(((dimethylamino)methylene)amino)-1H-pyrrolo[3,2-b]pyridine-1,2-dicarboxylate